tert-butyl-dimethyl-[3-(2-methylsulfonylpyrimidin-4-yl)-1-tetrahydropyran-2-yl-indazol-5-yl]oxy-silane C(C)(C)(C)[Si](OC=1C=C2C(=NN(C2=CC1)C1OCCCC1)C1=NC(=NC=C1)S(=O)(=O)C)(C)C